(3S)-5-(6-benzyloxy-3-fluoro-2-pyridyl)-6-chloro-3-methyl-7-(trifluoromethyl)-1,3-dihydro-1,4-benzodiazepin-2-imine C(C1=CC=CC=C1)OC1=CC=C(C(=N1)C1=N[C@H](C(NC2=C1C(=C(C=C2)C(F)(F)F)Cl)=N)C)F